(R)-(-)-1-azabicyclo[2.2.2]octane-3-ol N12C[C@@H](C(CC1)CC2)O